(2R,4R)-6-chloro-N-[3-(5-chloro-1H-indazol-1-yl)bicyclo[1.1.1]pentan-1-yl]-4-hydroxy-3,4-dihydro-2H-1-benzopyran-2-carboxamide ClC=1C=CC2=C([C@@H](C[C@@H](O2)C(=O)NC23CC(C2)(C3)N3N=CC2=CC(=CC=C32)Cl)O)C1